1-(5-((4-(5-methylthiophene-2-yl)-3,6-dihydropyridin-1(2H)-yl)methyl)-1-oxoisoindolin-2-yl)dihydropyrimidine-2,4(1H,3H)-dione CC1=CC=C(S1)C=1CCN(CC1)CC=1C=C2CN(C(C2=CC1)=O)N1C(NC(CC1)=O)=O